tertbutyl 3,3-difluoro-4-(trifluoromethylsulfonyloxy)-2,6-dihydropyridine-1-carboxylate FC1(CN(CC=C1OS(=O)(=O)C(F)(F)F)C(=O)OC(C)(C)C)F